[Si](C)(C)(C(C)(C)C)OCCOC=1C(=NC=CC1)C#N (2-((tert-butyldimethylsilyl)oxy)ethoxy)pyridinecarbonitrile